(R)-1-(7-(4-Fluorobenzoyl)-8-methyl-3-(3-methyl-1,2,4-thiadiazol-5-yl)-5,6,7,8-Tetrahydroimidazo[1,5-a]pyrazin-1-yl)pyrrolidin-2-one-3,3,4,4,5,5-d6 (2S,3S)-dimethyltartrate CC(C(C(=O)O)(O)C)(O)C(=O)O.FC1=CC=C(C(=O)N2[C@@H](C=3N(CC2)C(=NC3N3C(C(C(C3([2H])[2H])([2H])[2H])([2H])[2H])=O)C3=NC(=NS3)C)C)C=C1